4-(3-((3-Fluorobenzyl)amino)-2-nitrophenyl)piperazine-1-carboxylic acid tert-butyl ester C(C)(C)(C)OC(=O)N1CCN(CC1)C1=C(C(=CC=C1)NCC1=CC(=CC=C1)F)[N+](=O)[O-]